C(CCCCCCCCCCC)(=O)O.C(CCCCCCCCCCC)(N)N dodecandiamine dodecanoate